C1(CCC1)CC(=O)C=1C=C(C(=O)N2CC3(C4=CC(=CC=C24)NS(=O)(=O)C)CCC2(CC3)CC2)C=CC1 N-(1''-(3-(2-cyclobutylacetyl)benzoyl)dispiro[cyclopropane-1,1'-cyclohexane-4',3''-indolin]-5''-yl)methanesulfonamide